C1(CC1)C(=O)N(C(C1=CC=C(C=C1)F)=O)C=1C(=C(C(=O)O)C=CC1)F 3-(N-(cyclopropanecarbonyl)-4-fluorobenzamido)-2-fluorobenzoic acid